6-((4-(4-(2-(dimethylamino)ethyl)piperazin-1-yl)-2-methoxyphenyl)amino)-2,4,9-trimethyl-4,9-dihydro-10H-pyrimido[5,4-b]thiazolo[5,4-e][1,4]diazepin-10-one CN(CCN1CCN(CC1)C1=CC(=C(C=C1)NC=1N=CC=2N(C(C3=C(N(C2N1)C)SC(=N3)C)=O)C)OC)C